O=C1N(C(C(C1([2H])[2H])([2H])[2H])=O)[C@@H](C(=O)NC([2H])([2H])C1=CC=CC=C1)C (R,S)-2-(2,5-dioxopyrrolidin-1-yl-3,3,4,4-d4)-N-(phenylmethyl-d2)propanamide